(6S)-6-{2-Chloro-3-[(2,2-difluoro-1,3-benzodioxol-4-yl)amino]phenyl}-2-imino-6-methyl-3-tetrahydropyran-4-yl-hexahydropyrimidin-4-one ClC1=C(C=CC=C1NC1=CC=CC=2OC(OC21)(F)F)[C@@]2(CC(N(C(N2)=N)C2CCOCC2)=O)C